(2-chloro-4-((1-phenyl-1H-imidazol-4-yl)amino)thieno[3,2-d]pyrimidin-6-yl)methanol ClC=1N=C(C2=C(N1)C=C(S2)CO)NC=2N=CN(C2)C2=CC=CC=C2